(triazine), selenium salt [Se].N1=NN=CC=C1